FC(C(=O)N1CCC(CC1)O)(F)C=1N(C=CC1C(=O)NC1=CC(=C(C=C1)F)C)C 2-(1,1-difluoro-2-(4-hydroxypiperidin-1-yl)-2-oxoethyl)-N-(4-fluoro-3-methylphenyl)-1-methyl-1H-pyrrole-3-carboxamide